N4-(5-cyclopentyl-1H-pyrazol-3-yl)-N2-(2-methyl-2-azaspiro[3.3]heptan-6-yl)pyrimidine-2,4-diamine C1(CCCC1)C1=CC(=NN1)NC1=NC(=NC=C1)NC1CC2(CN(C2)C)C1